The molecule is a phosphatidylcholine 24:0 in which the acyl groups at positions 1 and 2 are specified as lauroyl (dodecanoyl). It has a role as a LRH-1 agonist. It is a phosphatidylcholine 24:0 and a dodecanoate ester. It is a conjugate base of a 1,2-dilauroyl-sn-glycero-3-phosphocholine(1+). CCCCCCCCCCCC(=O)OC[C@H](COP(=O)([O-])OCC[N+](C)(C)C)OC(=O)CCCCCCCCCCC